4-(3-Ethyl-1-methyl-1H-pyrazol-5-yl)-6-(4-(o-tolyloxy)piperidin-1-yl)pyrimidin-2-amine C(C)C1=NN(C(=C1)C1=NC(=NC(=C1)N1CCC(CC1)OC1=C(C=CC=C1)C)N)C